2-((4-ethoxyphenyl)amino)-4-(trifluoromethyl)benzoic acid C(C)OC1=CC=C(C=C1)NC1=C(C(=O)O)C=CC(=C1)C(F)(F)F